3-[4-[4-[(4-amino-1-piperidyl)methyl]-1-piperidyl]-3-fluoro-anilino]piperidine-2,6-dione NC1CCN(CC1)CC1CCN(CC1)C1=C(C=C(NC2C(NC(CC2)=O)=O)C=C1)F